F[C@@H]1C(NC(C[C@@H]1OC1=CC=C(N=N1)C1=C(C=C(C=N1)C=1C=C(C=2N(N1)C=C(N2)C)C)OCOC)(C)C)(C)C 6-(6-(6-(((3R,4S)-3-fluoro-2,2,6,6-tetramethylpiperidin-4-yl)oxy)pyridazin-3-yl)-5-(methoxymethoxy)pyridin-3-yl)-2,8-dimethylimidazo[1,2-b]pyridazine